2-((3R,4S)-4-((5-(1-(2,2-difluoroethyl)-4-fluoro-1H-benzo[d][1,2,3]triazol-6-yl)-4-methoxypyrrolo[2,1-f][1,2,4]triazin-2-yl)amino)-3-fluoropiperidin-1-yl)ethan-1-ol FC(CN1N=NC2=C1C=C(C=C2F)C=2C=CN1N=C(N=C(C12)OC)N[C@@H]1[C@@H](CN(CC1)CCO)F)F